3-iodo-1-(methyl-d3)-1,4,6,7-tetrahydro-5H-pyrazolo[4,3-c]pyridine-5-carboxylic acid tert-butyl ester C(C)(C)(C)OC(=O)N1CC2=C(CC1)N(N=C2I)C([2H])([2H])[2H]